1-(4-(1-(6-(4-(1,4-dimethyl-1H-pyrazol-5-yl)-1-piperidinyl)-3-ethenyl-2-(trifluoromethyl)-4-pyridinyl)-3-azetidinyl)-1-piperazinyl)-2-propen-1-one CN1N=CC(=C1C1CCN(CC1)C1=CC(=C(C(=N1)C(F)(F)F)C=C)N1CC(C1)N1CCN(CC1)C(C=C)=O)C